1,4-dihydro-2,6-dimethyl-4-(m-nitrophenyl)-3,5-pyridinedicarboxylic acid dimethyl ester COC(=O)C1=C(NC(=C(C1C1=CC(=CC=C1)[N+](=O)[O-])C(=O)OC)C)C